2-{[1-ethyl-6-(4-methylphenoxy)-1H-benzimidazol-2-yl]Methyl}-L-alanyl-amide C(C)N1C(=NC2=C1C=C(C=C2)OC2=CC=C(C=C2)C)C[C@](N)(C)C(=O)[NH-]